Tert-butyl N-[(1R)-1-[[2-amino-6-(7-methylspiro[2H-benzofuran-3,1'-cyclopropane]-4-yl)oxy-3-pyridyl]carbamoyl]propyl]carbamate NC1=NC(=CC=C1NC(=O)[C@@H](CC)NC(OC(C)(C)C)=O)OC1=CC=C(C2=C1C1(CC1)CO2)C